C(C)OC(C(C(=O)O)(F)F)=O 3-ethoxy-2,2-difluoro-3-oxo-propionic acid